CC=1C(=C(C(C(=O)[O-])=CC1)O)C Dimethylsalicylate